BrC=1C(=NC=CC1Cl)SC 3-bromo-4-chloro-2-(methylthio)pyridine